C(C)P(CCP(CC)CC)CC 1,2-Bis(di-ethylphosphino)ethan